O[C@@H]1C[C@H](N(C1)C(C(C(C)C)C1=CC(=NO1)C)=O)C(=O)NCC1=C(OC2CCN(CC2)C(=O)OC(C)(C)C)C=C(C=C1)C1=C(N=CS1)C tert-butyl 4-(2-(((2S,4R)-4-hydroxy-1-(3-methyl-2-(3-methylisoxazol-5-yl)butanoyl)pyrrolidine-2-carboxamido)methyl)-5-(4-methylthiazol-5-yl)phenoxy)piperidine-1-carboxylate